3-((5-(Trifluoromethyl)pyrimidin-2-yl)amino)cyclobutane-1-carboxylic acid FC(C=1C=NC(=NC1)NC1CC(C1)C(=O)O)(F)F